10-Ethoxy-10-isopropyl-3,3-dimethyl-2,3,4a,9,9a,10-hexahydro-1H-indeno[1,2-c]pyrazolo[1,2-a]pyrazol-1-one C(C)OC1(C2C(N3N1C(CC3(C)C)=O)C=3C=CC=CC3C2)C(C)C